C(C)(C)(C)OC([C@@H](NC(=O)OCC1C2=CC=CC=C2C=2C=CC=CC12)CC(=O)O)=O N-(9-fluorenylmethoxycarbonyl)-aspartic acid-1-tert-butyl ester